6-chloro-5'-(5-chloro-2-methylphenyl)-3'-isopropyl-2'-(4-methoxypyrimidin-5-yl)-3'H-spiro[indoline-3,4'-pyrrolo[3,4-d]imidazole]-2,6'(5'H)-dione ClC1=CC=C2C(=C1)NC(C21N(C(C=2N=C(N(C21)C(C)C)C=2C(=NC=NC2)OC)=O)C2=C(C=CC(=C2)Cl)C)=O